FC(COC1=C(C=CC=C1)C=1C=2N(C=CC1)C=C(N2)CNC(OC(C)(C)C)=O)(F)F tert-butyl ((8-(2-(2,2,2-trifluoroethoxy)phenyl)imidazo[1,2-a]pyridin-2-yl)methyl)carbamate